Tert-butyl-6-(3-amino-6-bromo-5-fluoropyrazin-2-yl)-3,4-dihydroisoquinolin-1(2H)-one C(C)(C)(C)N1C(C2=CC=C(C=C2CC1)C1=NC(=C(N=C1N)F)Br)=O